methyl 1-(2-ethoxy-2-oxoethyl)-4-isopropylpiperidine-4-carboxylate C(C)OC(CN1CCC(CC1)(C(=O)OC)C(C)C)=O